acrylic acid 3,4-epoxytricyclo[5.2.1.02,6]Decan-9-yl ester C12C3C4C(CC3C(CC1OC(C=C)=O)C2)O4